(9Z,12Z)-3-((4,4-bis(octyloxy)butanoyl)oxy)-2-((((3-(diethylamino)propoxy)carbonyl)oxy)methyl)propyl-octadeca-9,12-dienoate C(CCCCCCC)OC(CCC(=O)OCC(COC(CCCCCCC\C=C/C\C=C/CCCCC)=O)COC(=O)OCCCN(CC)CC)OCCCCCCCC